4-cyano-3-methoxy-benzoic acid C(#N)C1=C(C=C(C(=O)O)C=C1)OC